O1C(=CC=C1)N(C=1OC=CC1)CC1=CC=CO1 furyl-furfuryl-furylamine